1,1-diethyl-5-phenyl-(E)-2-(naphthalen-2-yl)pent-3-en C(C)C(C(\C=C\CC1=CC=CC=C1)C1=CC2=CC=CC=C2C=C1)CC